COC1=C(OCC2CN(CCC2)C(=O)OC(C)(C)C)C=CC=C1 tert-butyl 3-(2-methoxyphenoxymethyl)piperidine-1-carboxylate